COC1=C(OC2CCN(CC2)CC2CCN(CC2)C(=O)C=2C=CC(=C(C2)N2C(NC(CC2)=O)=O)OC)C(=CC(=C1)C1=CN(C(C2=CN=CC=C12)=O)C)OC 1-(5-(4-((4-(2,6-Dimethoxy-4-(2-methyl-1-oxo-1,2-dihydro-2,7-naphthyridin-4-yl)phenoxy)piperidin-1-yl)methyl)piperidine-1-carbonyl)-2-methoxyphenyl)dihydropyrimidine-2,4(1H,3H)-dione